4-(4-methylthiazol-2-yl)tetrahydro-2H-pyran-4-ol methyl-(R)-4-oxochromane-2-carboxylate C[C@]1(OC2=CC=CC=C2C(C1)=O)C(=O)OC1(CCOCC1)C=1SC=C(N1)C